2-(diethylamino)ethane-1-ol C(C)N(CCO)CC